N-(3-(5-((2,6-Dioxopiperidin-3-yl)amino)-2,4-difluorophenyl)prop-2-yn-1-yl)-5-(8-(7-isopropyl-1,3-dimethyl-2-oxo-2,3-dihydro-1H-benzo[d]imidazol-5-yl)isoquinolin-3-yl)picolinamide O=C1NC(CCC1NC=1C(=CC(=C(C1)C#CCNC(C1=NC=C(C=C1)C=1N=CC2=C(C=CC=C2C1)C1=CC2=C(N(C(N2C)=O)C)C(=C1)C(C)C)=O)F)F)=O